6-(4-(dimethylamino)phenyl)-5-(4-(4-isopropylpiperazin-1-yl)phenyl)-7,8-dihydronaphthalen-2-ol HCl salt Cl.CN(C1=CC=C(C=C1)C1=C(C=2C=CC(=CC2CC1)O)C1=CC=C(C=C1)N1CCN(CC1)C(C)C)C